ClC=1C=C(C=CC1)NC(=O)N1CCC(=CC1)C=1C2=C(N=CN1)NC1=C2CSCC1 N-(3-Chlorophenyl)-4-(5,7,8,9-tetrahydrothiopyrano[3',4':4,5]pyrrolo[2,3-d]pyrimidin-4-yl)-3,6-dihydropyridine-1(2H)-carboxamide